F[C@@H]1[C@H](C[C@@]2(C=C[C@H]1N2)C)C(=C)C2=NN=C(S2)C2=C(C=C(C=C2)N2N=CC(=N2)C)O 2-(5-(1-((1R,3R,4R,5R)-4-fluoro-1-methyl-8-azabicyclo[3.2.1]oct-6-en-3-yl)vinyl)-1,3,4-thiadiazol-2-yl)-5-(4-methyl-2H-1,2,3-triazol-2-yl)phenol